((4-bromophenyl)sulfonyl)piperazine methyl-(e)-non-2-enoate COC(\C=C\CCCCCC)=O.BrC1=CC=C(C=C1)S(=O)(=O)N1CCNCC1